C(C=C)(=O)N1CC(CCC1)N1N=C2C=CC(=CC2=C1NCCNC(=N)N)C1=C(C=CC=C1)F 1-(2-((2-(1-acryloylpiperidin-3-yl)-5-(2-fluorophenyl)-2H-indazol-3-yl)amino)ethyl)guanidine